ClC1=NC(=C2C(=N1)N(N=C2)[C@H]2[C@@H]([C@@H]([C@H](O2)CO[C@@](COC)(C)P(O)(O)=O)O)O)NC2CCCC2 ((S)-2-(((2R,3S,4R,5R)-5-(6-chloro-4-(cyclopentylamino)-1H-pyrazolo[3,4-d]pyrimidin-1-yl)-3,4-dihydroxytetrahydrofuran-2-yl)methoxy)-1-methoxypropan-2-yl)phosphonic acid